2-(tert-butylamino)-2-oxoethyl 4-isocyanobenzoate [N+](#[C-])C1=CC=C(C(=O)OCC(=O)NC(C)(C)C)C=C1